(7R)-2-{2-[1-(cyclopropylmethyl)-1H-pyrrolo[2,3-b]pyridin-2-yl]-1-[(1-ethyl-1H-pyrazol-4-yl)methyl]-7-methoxy-1H-1,3-benzodiazole-5-carbonyl}-2-azabicyclo[2.2.1]heptan-7-amine C1(CC1)CN1C(=CC=2C1=NC=CC2)C2=NC1=C(N2CC=2C=NN(C2)CC)C(=CC(=C1)C(=O)N1C2CCC(C1)[C@H]2N)OC